C(C)(C)C1=NSC=C1 3-isopropyl-isothiazol